CC1=NOC(=C1NC(=O)O[C@H](C)C1=CC=CC=C1)C1=CC=C(OC2CCCC2)C=C1 cis-3-(4-(3-Methyl-4-((((R)-1-phenylethoxy)carbonyl)amino)isoxazol-5-yl)phenoxy)cyclopentan